4-trifluoromethyl-phenethylamine hydriodide I.FC(C1=CC=C(CCN)C=C1)(F)F